3-{2-azaspiro[3.5]nonan-7-yl}-1-{4-[4-(morpholin-4-yl)-7H-pyrrolo[2,3-d]pyrimidin-6-yl]phenyl}urea C1NCC12CCC(CC2)NC(NC2=CC=C(C=C2)C2=CC1=C(N=CN=C1N1CCOCC1)N2)=O